C1(CC1)C1=NC(=NO1)C1C[C@@H]2[C@@H](CN(C2)C(=O)N[C@H]2C(CCC[C@@H]2N2CCN(CC2)C(C)C)(F)F)C1 (3aR,5S,6aS)-5-(5-cyclopropyl-1,2,4-oxadiazol-3-yl)-N-{(1R,6S)-2,2-difluoro-6-[4-(propan-2-yl)piperazin-1-yl]cyclohexyl}hexahydrocyclopenta[c]pyrrole-2(1H)-carboxamide